(R)-N-(4-methoxy-2-(4-methylpiperazin-1-yl)-5-((6-(3-(3-phenoxyphenyl)isoxazolidine-2-yl)pyrimidin-4-yl)amino)phenyl)acrylamide COC1=CC(=C(C=C1NC1=NC=NC(=C1)N1OCC[C@@H]1C1=CC(=CC=C1)OC1=CC=CC=C1)NC(C=C)=O)N1CCN(CC1)C